[C@H]12[C@@]([C@H](C[C@@H](C1(C)C)C2)O)(C)O (1R,2R,3S,5S)-(-)-2,3-pinanediol